C(CN(CC(=O)[O-])CC(=O)[O-])N(CCN(CC(=O)[O-])CC(=O)[O-])CC(=O)[O-].[Na+].[Na+].[Na+].[Ca+2] diethylenetriaminepentaacetic acid calcium trisodium salt